4-(2-Amino-2-methylpropanoyl)-N-(1-(4-((((cis-3-aminocyclobutyl)methyl)amino)methyl)phenyl)-2-oxo-1,2-dihydropyrimidin-4-yl)piperazine-1-carboxamide hydrochloride salt Cl.NC(C(=O)N1CCN(CC1)C(=O)NC1=NC(N(C=C1)C1=CC=C(C=C1)CNC[C@@H]1C[C@@H](C1)N)=O)(C)C